(((ethyl(methyl)amino)methylene)amino)-2,5-dimethylbenzoate hydrochloride Cl.C(C)N(C)C=NC=1C(=C(C(=O)O)C=C(C1)C)C